N1=C(C=CC=C1)C1=C(C=CC=C1)[C@H]1N(CCC1)C(=O)OC(C)(C)C tert-butyl (2S)-2-[2-(pyridin-2-yl)phenyl]pyrrolidine-1-carboxylate